BrC1=CC=C(S1)C1=CC=C(C2=NSN=C21)C=2SC(=CC2)Br 4,7-di(5-bromothien-2-yl)benzo[c][1,2,5]thiadiazole